4,4'-diamino-2,2-diphenylpropane NC1=CC=C(C=C1)C(C)(C)C1=CC=C(C=C1)N